C(C)N1C(NC2=C(C(=CC(=C2C1=O)CO)CN1CCN(CC1)C=1C(=NC(=CC1)C)C(=O)NC)F)=O (4-((3-ethyl-8-fluoro-5-(hydroxymethyl)-2,4-dioxo-1,2,3,4-tetrahydroquinazolin-7-yl)methyl)piperazin-1-yl)-N,6-dimethylpyridineamide